FC1(CCCC1)C1=NC=C(C(=N1)OC1=CC=CC=C1)C(=O)OCC ethyl 2-(1-fluorocyclopentyl)-4-phenoxy-pyrimidine-5-carboxylate